6-Methoxy-N-(3-methyl-5-(1H-pyrazol-1-yl)phenyl)quinolin-4-amine COC=1C=C2C(=CC=NC2=CC1)NC1=CC(=CC(=C1)N1N=CC=C1)C